P(=O)(O)(O)OC1[C@H](N)[C@@H](O)[C@H](O)[C@H](O1)CO Phospho-D-Glucosamine